14-tetradecanol CCCCCCCCCCCCCCO